3-(3,4-dihydroxyphenyl-methylaminocarbonyl)-2,5-dihydroxybenzoic acid OC=1C=C(C=CC1O)N(C(=O)C=1C(=C(C(=O)O)C=C(C1)O)O)C